6-fluoro-N-methyl-5-(4-((2-methyl-3-oxo-4H-quinoxalin-6-yl)methyl-d2)piperazine-1-yl)pyridine-2-carboxamide FC1=C(C=CC(=N1)C(=O)NC)N1CCN(CC1)C([2H])([2H])C=1C=C2NC(C(=NC2=CC1)C)=O